NC=1SC2=C(N1)C[C@H]1CC[C@@H]2N1C(=O)OC(C)(C)C |o1:7,10| tert-butyl (5R*,8S*)-2-amino-5,6,7,8-tetrahydro-4H-5,8-epiminocyclohepta[d][1,3]thiazole-9-carboxylate